Boc-3-iodo-L-phenylalanine C(=O)(OC(C)(C)C)N[C@@H](CC1=CC(=CC=C1)I)C(=O)O